octenate copper [Cu+2].C(C=CCCCCC)(=O)[O-].C(C=CCCCCC)(=O)[O-]